C(C)(C)C1=CN(C2=CC=C(C=C12)OC1=C(C=C(C=C1C)N1N=CC(NC1=O)=O)C)S(=O)(=O)C1=CC=C(C=C1)C 2-(4-[[3-isopropyl-1-(4-methylbenzene-sulfonyl)indol-5-yl]oxy]-3,5-dimethylphenyl)-3,5-dioxo-4H-1,2,4-triazine